(11Z,13E)-hexadecadienal CC/C=C/C=C\CCCCCCCCCC=O